FC1=C2CCN(CC2=CC=C1C=O)C(=O)OC(C)(C)C Tert-Butyl 5-fluoro-6-formyl-3,4-dihydro-1H-isoquinoline-2-carboxylate